2,6-difluoro-N-(2-methoxy-5-(4-(piperazin-1-yl)pyrido[3,2-d]pyrimidin-6-yl)pyridin-3-yl)Benzenesulfonamide trifluoroacetate FC(C(=O)O)(F)F.FC1=C(C(=CC=C1)F)S(=O)(=O)NC=1C(=NC=C(C1)C=1C=CC=2N=CN=C(C2N1)N1CCNCC1)OC